ClC1=C(C(=CC=C1Cl)O)[C@H]1C[C@H]2CC(CC(N2C1)=O)C(=O)N (2R,8aS)-2-(2,3-dichloro-6-hydroxyphenyl)-5-oxo-hexahydro-1H-indolizine-7-carboxamide